CC1(CCN(CC1)C(=O)NC1=C(C=CC=C1)N1CCN(CC1)C(C)C)C1=NC(=NO1)C 4-Methyl-4-(3-methyl-1,2,4-oxadiazol-5-yl)-N-{2-[4-(propan-2-yl)piperazin-1-yl]phenyl}piperidine-1-carboxamide